O1CCC(=CC1)C=1C=CN2N=CN=C(C21)NCC2=NC(=CC=C2)N2C[C@H](N[C@H](C2)C)C 5-(3,6-Dihydro-2H-pyran-4-yl)-N-((6-((3R,5S)-3,5-dimethylpiperazin-1-yl)pyridin-2-yl)methyl)pyrrolo[2,1-f][1,2,4]triazin-4-amine